COC(C1=C(N=CC(=C1)C=1C=C2CCN(CC2=CC1)C1CCOCC1)N)=O 2-amino-5-(2-(tetrahydro-2H-pyran-4-yl)-1,2,3,4-tetrahydroisoquinolin-6-yl)nicotinic acid methyl ester